FC(C(C1=C(C(=C(O)C=C1)C)C)(C(F)(F)F)C1=CC=C(C=C1)O)(F)F hexa-fluoro-dimethyl-bisphenol A